CC1OC2=C(O1)C=C(C=C2)NC(=O)C=2C=NN1C2N=C(C=C1C)C N-(2-Methyl-1,3-Benzodioxol-6-Yl)-5,7-Dimethylpyrazolo[1,5-A]Pyrimidine-3-Carboxamide